4-(4-(1H-pyrrolo[2,3-b]pyridin-5-yl)benzo[b]thiophene-2-carbonyl)-1-phenylpiperazin-2-one N1C=CC=2C1=NC=C(C2)C2=CC=CC=1SC(=CC12)C(=O)N1CC(N(CC1)C1=CC=CC=C1)=O